CC1(OCC2=C(O1)C=CC(=C2)C=C)C 2,2-dimethyl-6-vinyl-4H-benzo[d][1,3]dioxin